C(C)(=O)O.CCCCCCCCCC=CCCC 10-tetradecene acetate